5-bromo-15,21-dimethyl-23-oxa-2,9,11,16,20,21,26-heptaazaheptacyclo[26.2.2.1^{1,26}.1^{13,17}.0^{2,10}.0^{3,8}.0^{18,22}]tetratriaconta-3,5,7,9,13,15,17(34),18(22),19-nonaen-12-one BrC=1C=C2N3C45CCC(CN(CCOC=6N(N=CC6C=6N=C(C=C(C(NC3=NC2=CC1)=O)C6)C)C)C5)CC4